ClC1=C2C(=NC=C1C#CC1=CSC=C1)NC=C2 4-chloro-5-(thiophen-3-ylethynyl)-1H-pyrrolo[2,3-b]Pyridine